methyl 2-(5-(3-((5-cyano-4-(4-fluorophenyl)thiazol-2-yl) (methyl)amino)-2-ethylimidazo[1,2-a]pyridin-6-yl)pyrimidin-2-yl)acetate C(#N)C1=C(N=C(S1)N(C1=C(N=C2N1C=C(C=C2)C=2C=NC(=NC2)CC(=O)OC)CC)C)C2=CC=C(C=C2)F